BrC1C(C2=CC=3CCCC3C=C2C1)O 2-bromo-1,2,3,5,6,7-hexahydro-s-indacen-1-ol